(4-chlorobenzyl)-1H-indazole-3-carboxylic acid ClC1=CC=C(CN2N=C(C3=CC=CC=C23)C(=O)O)C=C1